C(C)OC(=O)C1=C(C(=NN1)C1=CC=CC=C1)C(F)(F)F.CC(C)(C=CC(C)(OOC(C)(C)C)C)OOC(C)(C)C 2,5-dimethyl-2,5-di(t-butylperoxy)hexene ethyl-3-phenyl-4-(trifluoromethyl)-1H-pyrazole-5-carboxylate